(S) and (R)-1,2-epoxyoctane C1[C@H](CCCCCC)O1 |r|